pentyl α-trimethylsilylpropionate C[Si](C(C(=O)OCCCCC)C)(C)C